2-[5-(1-piperidylsulfonyl)indol-1-yl]propanoic acid N1(CCCCC1)S(=O)(=O)C=1C=C2C=CN(C2=CC1)C(C(=O)O)C